CN1CC2C(C(C1)C2)CC(=O)N2C[C@@H](C[C@@H](C2)C2=C1C=CC=NC1=C(C=C2)C)C 2-(3-Methyl-3-aza-bicyclo[3.1.1]hept-6-yl)-1-[(3R,5R)-3-methyl-5-(8-methyl-quinolin-5-yl)-piperidin-1-yl]-ethanone